BrC=1C=C(C(=C(C1)F)F)[N+](=O)[O-] 5-Bromo-1,2-difluoro-3-nitrobenzene